[Pb].[Th] thorium-lead